N-[(1S)-2-amino-2-oxo-1-[[(3S)-2-oxo-3-piperidyl]methyl]ethyl]-2-(6-chloro-4-methoxy-1H-indole-2-carbonyl)-2-azaspiro[4.5]decane-3-carboxamide NC([C@H](C[C@H]1C(NCCC1)=O)NC(=O)C1N(CC2(C1)CCCCC2)C(=O)C=2NC1=CC(=CC(=C1C2)OC)Cl)=O